ClC1=CC(=C(C(=C1)C)C1=CC2=C(N=N1)N(C=C2)CC2CCN(CC2)C(C)=O)O 1-(4-{[3-(4-Chloro-2-hydroxy-6-methylphenyl)-7H-pyrrolo[2,3-c]pyridazin-7-yl]methyl}piperidin-1-yl)ethan-1-one